N1C=NC(=C1)C1=CN=C2C(N(C(=NN21)C=2C=NN(C2)CCNC(C)=O)C(C)C)=O N-(2-(4-(7-(1H-Imidazol-4-yl)-3-isopropyl-4-oxo-3,4-dihydroimidazo[2,1-f][1,2,4]triazin-2-yl)-1H-pyrazol-1-yl)ethyl)acetamide